Cl.C1(CC1)C1=C(C(=NO1)C1=CN(C=2N=CN=C(C21)N)C(C)C)C2=NC=C(C=N2)C2CCNCC2 5-[5-cyclopropyl-4-[5-(4-piperidyl)pyrimidin-2-yl]isoxazol-3-yl]-7-isopropyl-pyrrolo[2,3-d]pyrimidin-4-amine hydrochloride